C1(=CC=CC=C1)C1C(CC(CC1)=O)=O 4-phenyl-1,3-cyclohexanedione